The molecule is an L-alpha-amino acid zwitterion that is L-m-tyrosine in which a proton has been transferred from the carboxy group to the amino group. It is a tautomer of a L-m-tyrosine. C1=CC(=CC(=C1)O)C[C@@H](C(=O)[O-])[NH3+]